COC1=CC=C(CNC2=NC=CC=3C2=CNN3)C=C1 N-(4-methoxybenzyl)-2H-pyrazolo[4,3-c]Pyridin-4-amine